(R)-6-((2-(3-Amino-4,4-difluoropiperidin-1-yl)-5-chloro-1H-benzo[d]imidazol-1-yl)methyl)nicotinonitril N[C@@H]1CN(CCC1(F)F)C1=NC2=C(N1CC1=NC=C(C#N)C=C1)C=CC(=C2)Cl